N1=CNC(N=C1)=O [1,3,5]Triazin-4-one